ClC1=CC=C(C(=O)OC2=C3C=CNC3=CC=C2)C=C1 4-(4-chlorobenzoyloxy)-1H-indol